1-((3S,5R)-1-acryloyl-5-(fluoromethyl)pyrrolidin-3-yl)-3-((1-cyclopropyl-6-fluoro-1H-benzo[d]imidazol-5-yl)ethynyl)-5-(methylamino)-1H-pyrazole-4-carboxamide C(C=C)(=O)N1C[C@H](C[C@@H]1CF)N1N=C(C(=C1NC)C(=O)N)C#CC1=CC2=C(N(C=N2)C2CC2)C=C1F